3-((1S,2S)-2-(difluoromethyl)cyclopropyl)-3-oxo-N-(1H-pyrrol-1-yl)propionamide FC([C@@H]1[C@H](C1)C(CC(=O)NN1C=CC=C1)=O)F